C(C)(C)(C)OC(=O)N1C2C=CC1C(C2)O[Si](CC)(CC)CC tert-butyl-5-((triethylsilyl)oxy)-7-azabicyclo[2.2.1]hept-2-ene-7-carboxylate